CN(C1=NC=2N(C=C1)C1=C(N2)C=CC=C1)C1=CC=C(C=C1)C(F)(F)F N-methyl-N-(4-(trifluoromethyl)phenyl)benzo[4,5]imidazo[1,2-a]pyrimidin-2-amine